N4-(3-(1H-imidazol-1-yl)propyl)-2-chloro-N1-(4-chloro-3-(pyridin-2-yl)phenyl)terephthalamide N1(C=NC=C1)CCCNC(C1=CC(=C(C(=O)NC2=CC(=C(C=C2)Cl)C2=NC=CC=C2)C=C1)Cl)=O